(R)-(7,8-dichloro-1-methyl-3,4-dihydropyrazino[1,2-b]indazol-2(1H)-yl)(5-methoxypyrimidin-2-yl)methanone ClC1=C(C=CC2=C3N(N=C12)CCN([C@@H]3C)C(=O)C3=NC=C(C=N3)OC)Cl